5-{7-amino-[1,2,4]triazolo[1,5-a]pyridin-5-yl}-4-methylpyridin-2-carbonitrile NC1=CC=2N(C(=C1)C=1C(=CC(=NC1)C#N)C)N=CN2